ClCC(=CF)F 3-chloro-1,2-difluoropropene